N[C@H]1[C@@H](CN(CC1)C1=C(C=NC2=CC=C(C=C12)C1=C(C(=CC=C1)C#N)OCOC)C1=CC(=CC(=C1)F)F)C(=O)O trans-4-amino-1-{6-[3-cyano-2-(methoxymethyloxy)phenyl]-3-(3,5-difluorophenyl)quinolin-4-yl}piperidine-3-carboxylic acid